C(C1=CC=CC=C1)NC(N(C1=CC=C(C=C1)N1C(CCC1)=O)[C@@H]1CC[C@H](CC1)NC1=NC=C(C=C1)C#N)=O 3-benzyl-1-(trans-4-((5-cyanopyridin-2-yl)amino)cyclohexyl)-1-(4-(2-oxopyrrolidin-1-yl)phenyl)urea